potassium trifluoro-methanesulfonamide FC(S(=O)(=O)N)(F)F.[K]